BrC1=C(N(N=C1)C(C)C)C=1C=C(C=CC1OC)NC(=O)NC1=C(C=C(C=C1)C(F)(F)F)Cl 1-[3-(4-Bromo-2-isopropyl-2H-pyrazol-3-yl)-4-methoxyphenyl]-3-(2-Chloro-4-trifluoromethyl-phenyl)-urea